ClC=1N(C(C2=CC(=CC(=C2C1)[C@@H](C)N[S@](=O)C(C)(C)C)C)=O)C (R)-N-((R)-1-(3-chloro-2,7-dimethyl-1-oxo-1,2-dihydroisoquinolin-5-yl)ethyl)-2-methylpropane-2-sulfinamide